CC(C(C)NC(C)CC)(C)C dimethyldi-sec-butylamine